3-Methylbenzaldehyde-O-(1-methyl-1H-imidazole-5-carbonyl) oxime CN1C=NC=C1C(=O)ON=CC1=CC(=CC=C1)C